(1-(6-(6-(Difluoromethyl)imidazo[1,2-b]pyridazin-3-yl)pyrimidin-4-yl)pyrrolidin-3-yl)methanamine FC(C=1C=CC=2N(N1)C(=CN2)C2=CC(=NC=N2)N2CC(CC2)CN)F